[Si](C)(C)(C(C)(C)C)OCC=1N=NC(=CC1NC1=CC(=NC=C1)NC(CN1CCN(CC1)CCN(C(OC)=O)C)=O)C1=C(C=CC(=C1)Cl)F methyl N-[2-[4-[2-[[4-[[3-[[tert-butyl(dimethyl)silyl]oxymethyl]-6-(5-chloro-2-fluorophenyl)pyridazin-4-yl]amino]pyridin-2-yl]amino]-2-oxoethyl]piperazin-1-yl]ethyl]-N-methylcarbamate